7-(Z-butyl) 8-methyl (8S)-1-methyl-2,4-dioxo-1,3,7-triazaspiro[4.4]nonane-7,8-dicarboxylate CN1C(NC(C12CN([C@@H](C2)C(=O)OC)C(=O)OCCCC)=O)=O